2-((6R)-6-(4-(2-(tetrahydrofuran-3-yl)phenyl)piperidin-1-yl)-2-azaspiro[3.4]oct-2-yl)-1,3,4-oxadiazole O1CC(CC1)C1=C(C=CC=C1)C1CCN(CC1)[C@H]1CC2(CN(C2)C=2OC=NN2)CC1